2-vinyl-cyclopropane-1,1-dicarboxylic acid diethyl ester C(C)OC(=O)C1(C(C1)C=C)C(=O)OCC